5-(4-methoxyphenyl)-N-(3-phenoxyphenyl)-1H-pyrazol-3-amine COC1=CC=C(C=C1)C1=CC(=NN1)NC1=CC(=CC=C1)OC1=CC=CC=C1